4-(5-chloro-3,4-dihydro-2H-1,6-naphthyridin-1-yl)-5-fluoro-1H-quinazolin-2-one ClC1=C2CCCN(C2=CC=N1)C1=NC(NC2=CC=CC(=C12)F)=O